COC(=O)C1(CCC2(C(=CC3=CC=C(C=C23)OCC2=CC=CC=C2)Br)CC1)NC1=CC(=CC=C1)Cl (1s,4s)-6'-(benzyloxy)-2'-bromo-4-(3-chloroanilino)spiro[cyclohexane-1,1'-indene]-4-carboxylic acid methyl ester